2,2'-bis-(trifluoromethyl)-4,4'-diaminobiphenyl FC(C1=C(C=CC(=C1)N)C1=C(C=C(C=C1)N)C(F)(F)F)(F)F